methyl 12-(pyridin-2-yl)-1,4-dioxadispiro[4.0.46.45]tetradecane-12-carboxylate N1=C(C=CC=C1)C1(CC2(C3(OCCO3)CC1)CCCC2)C(=O)OC